4-(5-cyano-2-oxo-3H-benzimidazol-1-yl)cyclohexanecarboxylic acid C(#N)C1=CC2=C(N(C(N2)=O)C2CCC(CC2)C(=O)O)C=C1